2,3-diethyl-1,3-butadiene C(C)C(=C)C(=C)CC